N-(4-chlorophenyl)-N-(methyl-d3)-6-(4-(trifluoromethyl)phenyl)pyrazine-2-carboxamide ClC1=CC=C(C=C1)N(C(=O)C1=NC(=CN=C1)C1=CC=C(C=C1)C(F)(F)F)C([2H])([2H])[2H]